NC1C2=CC=CC=C2CC12CCN(CC2)C=2NC(C1=C(N2)NN=C1)=O 6-(1-amino-1,3-dihydrospiro[indene-2,4'-piperidine]-1'-yl)-1,5-dihydro-4H-pyrazolo[3,4-d]pyrimidin-4-one